C(CCCCCCCCCCCCCCCCC)(=O)NC(CCCCCCCCCCC\C=C/CCCCCCCC)=O N-stearoylerucamide